C(C)(C)(C)OC(=O)N1CC=2N(CC1)C(=NC2C(NC2=CC=C(C=C2)C)=O)C2=CC(=CC=C2)[N+](=O)[O-] 3-(3-Nitrophenyl)-1-(p-tolylcarbamoyl)-5,6-dihydroimidazo[1,5-a]Pyrazine-7(8H)-carboxylic acid tert-butyl ester